FC(C(=O)O)(F)F.NCC(CC=1N(C(NN1)=O)C1=CC(=NC=C1)C1=CC=C(C=C1)S(=O)(=O)C)=C(F)F [2-(aminomethyl)-3,3-difluoro-allyl]-4-[2-(4-methylsulfonylphenyl)-4-pyridinyl]-1,2,4-triazol-3-one trifluoroacetate salt